bis(2-butyloctyl) 10-(3-(dimethylamino)-N-nonylpropanamido)nonadecanedioate CN(CCC(=O)N(CCCCCCCCC)C(CCCCCCCCC(=O)OCC(CCCCCC)CCCC)CCCCCCCCC(=O)OCC(CCCCCC)CCCC)C